(3S)-1-[5-(5-chloro-2-{[3-methoxy-4-(4-methylpiperazin-1-yl)phenyl]Amino}pyrimidin-4-yl)-1,3-thiazol-2-yl]Pyrrolidin-3-ol ClC=1C(=NC(=NC1)NC1=CC(=C(C=C1)N1CCN(CC1)C)OC)C1=CN=C(S1)N1C[C@H](CC1)O